4-(5-Methylfuran-2-yl)-2-(methylthio)pyrazolo[1,5-a][1,3,5]triazine-8-carbaldehyde CC1=CC=C(O1)C1=NC(=NC=2N1N=CC2C=O)SC